FC1=C(C(=CC(=C1)N1C(O[C@H](C1)CO)=O)F)N1CCS(CC1)(=O)=NC 4-{2,6-difluoro-4-[(5R)-5-(hydroxymethyl)-2-oxo-1,3-oxazolidin-3-yl]phenyl}-1-(methylimino)-1λ6-thiomorpholin-1-one